N1N(CC2=CC=CC=C12)CNC(=S)NC1=CC(=CC=C1)OC 1-((1H-indazol-2-yl)methyl)-3-(3-methoxyphenyl)thiourea